FC(OC1=CC2=C(CN(CCC2)C2=CC(=C(C(=C2)C)C(C(=O)N)C(C)(C)C)C)C=C1)F (4-(7-(difluoromethoxy)-1,3,4,5-tetrahydro-2H-benzo[c]azepin-2-yl)-2,6-dimethylphenyl)-3,3-dimethylbutyramide